C(C)OC(=O)C=1N=NN(C1)C12CC(C1)C2 1-(bicyclo[1.1.1]pent-1-yl)-1H-1,2,3-triazole-4-carboxylic acid ethyl ester